N1(CCCCC1)C1CCN(CC1)C(=O)C1=CC=C(C(=N1)C(=O)O)C=1C(=CC2=C(OCCC3=C2SC=C3)C1)C(NC1=C(C=C(C=C1C)CN)C)=O 6-([1,4'-bipiperidine]-1'-carbonyl)-3-(9-((4-(aminomethyl)-2,6-dimethylphenyl)carbamoyl)-4,5-dihydrobenzo[b]thieno[2,3-d]oxepin-8-yl)picolinic acid